O[C@@H]1CC2=CC([C@H]3[C@@H]4CC[C@H]([C@@H](CCCC(C(=O)O)(C)O)C)[C@]4(CC[C@@H]3[C@]2(CC1)C)C)=O 3β,25-dihydroxy-7-oxo-5-cholestenoic acid